C(#N)C=1C=CC(=NC1)C=1C=C(C=CC1C)NC(=O)[C@H]1C(C1)(F)F (1S)-N-[3-(5-cyanopyridin-2-yl)-4-methylphenyl]-2,2-difluorocyclopropane-1-carboxamide